N-[(4-bromophenyl)methyl]-3,6-dichloro-pyridazin-4-amine BrC1=CC=C(C=C1)CNC1=C(N=NC(=C1)Cl)Cl